chloroacetic acid ethyl ester C(C)OC(CCl)=O